CC(CONC1=CC=CC=C1)C (2-methylpropyloxy)aniline